CC1=C(C(=O)O)C=CC(=C1)OC1=C(C=C(C=C1)[N+](=O)[O-])C 2-Methyl-4-(2-methyl-4-nitrophenoxy)benzoic Acid